FC1=CC=C(C=C1)C1=NN2C(CN(CC2)S(=O)(=O)C)=C1B1OC(C(O1)(C)C)(C)C 2-(4-fluorophenyl)-5-(methylsulfonyl)-3-(4,4,5,5-tetramethyl-1,3,2-dioxaborolan-2-yl)-4,5,6,7-tetra-hydropyrazolo[1,5-a]pyrazine